(3R,5R)-5-(2-(3-(methoxymethyl)-1-methyl-1H-pyrazole-5-carboxamido)thiazol-5-yl)tetrahydrofuran-3-yl (1-methylcyclopropyl)carbamate CC1(CC1)NC(O[C@H]1CO[C@H](C1)C1=CN=C(S1)NC(=O)C1=CC(=NN1C)COC)=O